3-chloromethyl-quinoxaline tert-butyl-2-(4-(4-(3-(hydroxyamino)prop-1-yn-1-yl)phenyl)-2,3,9-trimethyl-6H-thieno[3,2-f][1,2,4]triazolo[4,3-a][1,4]diazepin-6-yl)acetate C(C)(C)(C)OC(CC1C=2N(C3=C(C(=N1)C1=CC=C(C=C1)C#CCNO)C(=C(S3)C)C)C(=NN2)C)=O.ClCC=2C=NC3=CC=CC=C3N2